(S)-1-(2-(1,4-Dioxan-2-yl)-5-methylpyridin-4-yl)-N-(5-chloro-6-(2H-1,2,3-triazol-2-yl)pyridin-3-yl)-5-(trifluoromethyl)-1H-pyrazol-4-carboxamid O1[C@H](COCC1)C1=NC=C(C(=C1)N1N=CC(=C1C(F)(F)F)C(=O)NC=1C=NC(=C(C1)Cl)N1N=CC=N1)C